CON(C(=O)C1=CC=2C=3C=NN(C3C(=CC2S1)OC)C)C N,4-dimethoxy-N,3-dimethyl-3H-thieno[3,2-e]indazole-7-carboxamide